C(C)(C)(C)N(C(=O)O[C@H](C)C1=CC=CC2=CC=CC=C12)[C@@H]1C(N(C2=C(O[C@@H]1C)C=C(C=N2)C#N)C)=O R-1-(naphthalen-1-yl)ethanol tert-butyl-(2R,3S)-8-cyano-2,5-dimethyl-4-oxo-2,3,4,5-tetrahydro-pyrido[3,2-b][1,4]oxazepin-3-ylcarbamate